pyridin-3-ylmethanone N1=CC(=CC=C1)C=O